C(C=C)C1=NC(=NC=2N(CCC(N(C21)C)=O)C2CCCC2)Cl allyl-2-chloro-9-cyclopentyl-5-methyl-8,9-dihydro-5H-pyrimido[4,5-b][1,4]diazepin-6(7H)-one